1-(5-(chloromethyl)-2-methoxybenzyl)-N7-(spiro[2.3]hexan-5-ylmethyl)-1H-pyrazolo[4,3-d]pyrimidine-5,7-diamine ClCC=1C=CC(=C(CN2N=CC=3N=C(N=C(C32)NCC3CC2(CC2)C3)N)C1)OC